O1C=C(C=C1)C(=O)N furane-3-carboxamide